4-(1,4-dioxaspiro[4.5]dec-7-en-8-yl)benzamide O1CCOC12CC=C(CC2)C2=CC=C(C(=O)N)C=C2